6-bromo-1-cyclobutyl-4-fluoro-1H-indol-2-amine BrC1=CC(=C2C=C(N(C2=C1)C1CCC1)N)F